(2-methoxyphenyl)but-2-enoic acid ethyl ester C(C)OC(C(=CC)C1=C(C=CC=C1)OC)=O